benzothieno[3,2-a]carbazole C1=CC=CC2=C1C=1C(=CC=C3C4=CC=CC=C4NC13)S2